N-butyl-pyridine-2-formamide hexafluorophosphate F[P-](F)(F)(F)(F)F.C(CCC)NC(=O)C1=NC=CC=C1